C(C=C)(=O)N1[C@H]([C@@H](OCC1)C1=CC(=NC(=C1)Cl)C1=CC(=NC=N1)C(=O)NC)C1CC1 6-(4-((2s,3S)-4-acryloyl-3-cyclopropylmorpholin-2-yl)-6-chloropyridin-2-yl)-N-methylpyrimidine-4-carboxamide